2-(5-nitroindol-1-yl)ethane-1-ol [N+](=O)([O-])C=1C=C2C=CN(C2=CC1)CCO